{(E)-(S)-15-[(4-Aminomethyl-cyclohexanecarbonyl)-amino]-10,10-difluoro-9-oxo-8,17,19-triaza-tricyclo[14.2.1.02,7]nonadeca-1(18),2,4,6,12,16(19)-hexaen-5-yl}-carbamic Acid methyl ester COC(NC1=CC=C2C3=CNC([C@H](C/C=C/CC(C(NC2=C1)=O)(F)F)NC(=O)C1CCC(CC1)CN)=N3)=O